9,9'-(5-(4,6-diphenyl-1,3,5-triazin-2-yl)-1,3-phenylene)bis(3-fluoro-9H-carbazole) C1(=CC=CC=C1)C1=NC(=NC(=N1)C1=CC=CC=C1)C=1C=C(C=C(C1)N1C2=CC=CC=C2C=2C=C(C=CC12)F)N1C2=CC=CC=C2C=2C=C(C=CC12)F